FC=1C=C(C=CC1OC)S(/C=C/CNC(=O)C=1C(NC=2CCN(CC2C1)CC(F)(F)F)=O)(=O)=N N-[(2E)-3-[(3-fluoro-4-methoxyphenyl)(imino)oxo-λ6-sulfanyl]prop-2-en-1-yl]-2-oxo-6-(2,2,2-trifluoroethyl)-1,2,5,6,7,8-hexahydro-1,6-naphthyridine-3-carboxamide